CC1(CCCCCCC1)N1CCC(CC1)N1C(=NC2=C1C=CC=C2)[C@H]2CNCCC2 1-[1-(1-methylcyclooctyl)-4-piperidinyl]-2-[(3R)-3-piperidinyl]-1H-benzimidazole